2-(1-(1-(cis-4-isopropylcyclohexyl)piperidin-4-yl)-3-(pyrrolidin-1-ylmethyl)-1H-pyrrolo[2,3-b]pyridin-2-yl)ethan-1-ol C(C)(C)[C@H]1CC[C@H](CC1)N1CCC(CC1)N1C(=C(C=2C1=NC=CC2)CN2CCCC2)CCO